N-[(1S)-1-[2-(5-bromopyrimidin-2-yl)-1,2,4-triazol-3-yl]ethyl]-6-chloro-8-(difluoromethoxy)quinazolin-4-amine BrC=1C=NC(=NC1)N1N=CN=C1[C@H](C)NC1=NC=NC2=C(C=C(C=C12)Cl)OC(F)F